Cl.NC/C(/CN1N=CN(C1=O)CC1=CC=C(S1)C1OC2=C(NC1=O)C=CC=C2F)=C\F [5-[[1-[(E)-2-(aminomethyl)-3-fluoro-allyl]-5-oxo-1,2,4-triazol-4-yl]methyl]-2-thienyl]-8-fluoro-4H-1,4-benzoxazin-3-one hydrochloride